4-((3,4-dihydro-3-isopropyl-4-oxoquinazolin-2-yl)methyl)-N-hydroxybenzamide C(C)(C)N1C(=NC2=CC=CC=C2C1=O)CC1=CC=C(C(=O)NO)C=C1